5-bromo-2-[2-[3-(difluoromethyl)-5-isoxazolyl]-3-fluorophenoxy]pyrimidine BrC=1C=NC(=NC1)OC1=C(C(=CC=C1)F)C1=CC(=NO1)C(F)F